2-(2-methoxy-5-((R or S)-1-(((S)-phenyl((R)-1,2,3,4-tetrahydro-1,5-naphthyridin-3-yl)methyl)amino)propan-2-yl)phenyl)acetic acid COC1=C(C=C(C=C1)[C@H](CN[C@@H]([C@H]1CNC2=CC=CN=C2C1)C1=CC=CC=C1)C)CC(=O)O |o1:8|